NCC=1C=C(C=CC1)N1N=C(C=C1C(=O)NC=1C=C(C=CC1)C(C=1C2=CC=CC=C2C=2C=CC=CC2C1)N(C(O)=O)CC1CC1)C(F)(F)F [(3-{[2-(3-Aminomethyl-phenyl)-5-trifluoromethyl-2H-pyrazole-3-carbonyl]-amino}-phenyl)-phenanthren-9-yl-methyl]-cyclopropylmethyl-carbamic acid